CN(CCOC=1C=CC(=C(C(=O)N[C@H](C)C2=CC(=CC(=C2)C2=CC=NN2C)C=2C=NN(C2)CCO)C1)C)C (R)-5-(2-(dimethylamino)ethoxy)-N-(1-(3-(1-(2-hydroxyethyl)-1H-pyrazol-4-yl)-5-(1-methyl-1H-pyrazol-5-yl)phenyl)ethyl)-2-methylbenzamide